5-(2-chlorophenoxy)-6-fluoro-3-((2-(trifluoromethyl)benzyl)amino)-4H-benzo[e][1,2,4]thiadiazine 1,1-dioxide ClC1=C(OC2=C(C=CC3=C2NC(=NS3(=O)=O)NCC3=C(C=CC=C3)C(F)(F)F)F)C=CC=C1